1,10-decandiyl diiodide C(CCCCCCCCCI)I